4-(2,4-difluorobenzyloxy)-3-bromo-1-((1-(2-hydroxyacetyl)indolin-5-yl)methyl)-6-methylpyridin-2(1H)-one FC1=C(COC2=C(C(N(C(=C2)C)CC=2C=C3CCN(C3=CC2)C(CO)=O)=O)Br)C=CC(=C1)F